methyl 1-(4-(azetidin-3-yl)benzyl)-4-methylpiperidine-4-carboxylate N1CC(C1)C1=CC=C(CN2CCC(CC2)(C(=O)OC)C)C=C1